tert-Butyl 4-(((2S,4R)-2-(4-(ethoxycarbonyl) phenyl)-4-methylpiperidin-1-yl) methyl)-5-methoxy-2,7-dimethyl-1H-indole-1-carboxylate C(C)OC(=O)C1=CC=C(C=C1)[C@H]1N(CC[C@H](C1)C)CC1=C2C=C(N(C2=C(C=C1OC)C)C(=O)OC(C)(C)C)C